6-(3-methoxyphenyl)-3-methyl-1-p-toluenesulfonyl-2,3,4,7-tetrahydro-1H-azepin-3-ol COC=1C=C(C=CC1)C1=CCC(CN(C1)S(=O)(=O)C1=CC=C(C)C=C1)(O)C